N-(prop-2-yn-1-yl)morpholine-2-carboxamide C(C#C)NC(=O)C1CNCCO1